COCC(OCCOCCOCCOCCOCCOCCOCCO)N=[N+]=[N-] 2-azidooctaethylene glycol methyl ether